2-((4-(4-aminopiperidin-1-yl)pyrimidin-5-yl)oxy)-N-ethyl-5-fluoro-N-isopropylbenzamide NC1CCN(CC1)C1=NC=NC=C1OC1=C(C(=O)N(C(C)C)CC)C=C(C=C1)F